2-(methylsulfonyl)-1,2,3,4-tetrahydroisoquinolin CS(=O)(=O)N1CC2=CC=CC=C2CC1